1-(tert-butyl) 2-methyl piperazine-1,2-dicarboxylate N1(C(CNCC1)C(=O)OC)C(=O)OC(C)(C)C